tert-butyldimethyl-(((R)-2,5,7,8-tetramethyl-2-((3E,7E)-4,8,12-trimethyltridecan-3,7,11-trien-1-yl)chroman-6-yl)oxy)silane C(C)(C)(C)[Si](OC=1C(=C2CC[C@](OC2=C(C1C)C)(CC\C=C(\CC\C=C(\CCC=C(C)C)/C)/C)C)C)(C)C